O=C1CCC(CC1)CN1N=C2C3=C(CCC2=C1)OC(=C3C(F)(F)F)C(=O)NC[C@H]3OCCC3 2-[(Oxocyclohexan-4-yl)methyl]-N-{[(2S)-oxolan-2-yl]methyl}-8-(trifluoromethyl)-4,5-dihydro-2H-furo[2,3-g]indazole-7-carboxamide